5-Bromo-2-cyclohexyl-7-fluoro-3,3-dimethyl-3H-indole BrC=1C=C2C(C(=NC2=C(C1)F)C1CCCCC1)(C)C